Methyl 5-[({1-[2-fluoro-4-(trifluoromethyl) phenyl]cyclopropyl}carbonyl) amino]-2-[1-(2,2,2-trifluoroethyl)-1H-pyrazol-4-yl]benzoate FC1=C(C=CC(=C1)C(F)(F)F)C1(CC1)C(=O)NC=1C=CC(=C(C(=O)OC)C1)C=1C=NN(C1)CC(F)(F)F